C(C)(C)(C)C1=CCCN(C1)CC1=CC=C(C=C1)OC 5-(tert-butyl)-1-(4-methoxybenzyl)-1,2,3,6-tetrahydropyridine